CC1=CSC2=C1N=C(N=C2)N 7-methyl-Thieno[3,2-d]pyrimidin-2-amine